Monoamylamine C(CCCC)N